COC1=NC=CC(=C1)CNC(C1=CN=CC(=C1N1CC2(CCCN2)CC1)C1=CC(=CC(=C1)F)F)=O N-[(2-methoxy-4-pyridyl)methyl]-4-(1,7-diaza-7-spiro[4.4]nonyl)-5-(3,5-difluorophenyl)nicotinamide